1,2,3-propanetricarboxylic acid tris(4-n-nonylcyclohexylamide) C(CCCCCCCC)C1CCC(CC1)NC(=O)CC(CC(=O)NC1CCC(CC1)CCCCCCCCC)C(=O)NC1CCC(CC1)CCCCCCCCC